14-(4-Methoxyphenyl)-6,7-dihydropyrido[2',1':3,4]pyrazino[1,2-a]quinoline-5,8-diium bis(tetrafluoroborate) F[B-](F)(F)F.F[B-](F)(F)F.COC1=CC=C(C=C1)C1=CC2=[N+](C3=CC=CC=C13)CC[N+]1=C2C=CC=C1